C(C)(C)(C)[Si](OCC\C=C\CC1=CC=CC=C1)(C)C (E)-tert-butyldimethyl-(5-phenylpent-3-enyloxy)silane